O=C1N(CCC2=CC(=CC=C12)C(C(=O)N)=C)CCCCC (1-oxo-2-pentyl-1,2,3,4-tetrahydroisoquinolin-6-yl)acrylamide